Ethyl (3R)-3-(1,4-dimethyl-1H-benzotriazol-5-yl)-3-(7-{[(2R,5S*)-2-ethyl-7-hydroxy-5-methyl-2,3-dihydropyrido[2,3-f][1,4]oxazepin-4(5H)-yl]methyl}-1-benzothiophen-5-yl)propanoate CN1N=NC2=C1C=CC(=C2C)[C@H](CC(=O)OCC)C=2C=C(C1=C(C=CS1)C2)CN2C[C@H](OC1=C([C@@H]2C)N=C(C=C1)O)CC |o1:34|